3-[2-(2-Aminopyrimidin-5-yl)ethynyl]-4-(difluoromethoxy)-N-[(5S,6S)-6-hydroxy-spiro[2.4]heptan-5-yl]benzamide NC1=NC=C(C=N1)C#CC=1C=C(C(=O)N[C@H]2CC3(CC3)C[C@@H]2O)C=CC1OC(F)F